4-[2-(4-amino-piperidin-1-yl)-5-(1H-indol-6-yl)-1-methyl-6-oxo-1,6-dihydro-pyrimidin-4-yl]-2-fluoro-benzonitrile NC1CCN(CC1)C=1N(C(C(=C(N1)C1=CC(=C(C#N)C=C1)F)C1=CC=C2C=CNC2=C1)=O)C